(E)-N-(3-chloro-2-(1-methyl-1H-pyrazol-4-yl)benzylidene)-2-methylpropane-2-sulfinamide ClC=1C(=C(\C=N\S(=O)C(C)(C)C)C=CC1)C=1C=NN(C1)C